3-((5-bromo-2-chloro-7-((2-(trimethylsilyl)ethoxy)methyl)-7H-pyrrolo[2,3-d]pyrimidin-4-yl)Amino)propan-1-ol BrC1=CN(C=2N=C(N=C(C21)NCCCO)Cl)COCC[Si](C)(C)C